4-methyl-2-(2-methylpropyl)oxan CC1CC(OCC1)CC(C)C